(2-bromoethoxy)triisopropylsilane BrCCO[Si](C(C)C)(C(C)C)C(C)C